1-(2-isopropylphenyl)piperazine C(C)(C)C1=C(C=CC=C1)N1CCNCC1